(3aR,4R,8S,8aR)-8-azido-4-(azidomethyl)-2,2-dimethylhexahydro-4H-4,7-epoxycyclohepta[d][1,3]dioxolane N(=[N+]=[N-])[C@H]1C2CC[C@@]([C@H]3[C@@H]1OC(O3)(C)C)(O2)CN=[N+]=[N-]